1,3-Diimino-Isoindoline N=C1NC(C2=CC=CC=C12)=N